6,7-dihydro-5H-pyrrolo[1,2-a]Imidazole-3-carboxylic acid methyl ester COC(=O)C1=CN=C2N1CCC2